tert-butyl 1-((6-iodopyridin-3-yl) carbamoyl)-6-azaspiro[2.5]octane-6-carboxylate IC1=CC=C(C=N1)NC(=O)C1CC12CCN(CC2)C(=O)OC(C)(C)C